CC([C@@H](C(=O)O)NC(C(F)(F)F)=O)(C)C (2S)-3,3-dimethyl-2-[(2,2,2-trifluoroacetyl)amino]butanoic acid